C1(=CC(=CC=C1)[C@@H]1[C@@H](CNCC1)C)C1=CC=CC=C1 |r| racemic-cis-4-([1,1'-biphenyl]-3-yl)-3-methylpiperidine